ClC=1C(=NC=CC1C1=C(C(=CC=C1)NC1=NC=CC(=C1F)CNCCCF)Cl)C1=CC(=C(CNC[C@@H]2CCC(N2)=O)C=C1)OC (S)-5-(((4-(3-chloro-4-(2-chloro-3-((3-fluoro-4-(((3-fluoropropyl)amino)methyl)pyridin-2-yl)amino)phenyl)pyridin-2-yl)-2-methoxybenzyl)amino)methyl)pyrrolidin-2-one